3,4-di-O-benzyl-alpha-D-galactopyranoseUronic acid C(C1=CC=CC=C1)O[C@@H]1[C@H]([C@@H](O)O[C@@H]([C@@H]1OCC1=CC=CC=C1)C(=O)O)O